2-[2-(dibromomethyl)pyrimidin-5-yl]-5-(difluoromethyl)-1,3,4-oxadiazole BrC(C1=NC=C(C=N1)C=1OC(=NN1)C(F)F)Br